4,4-bis[(tert-butyl)dioxy]-2,2,6,6-tetramethylpiperidine C(C)(C)(C)OOC1(CC(NC(C1)(C)C)(C)C)OOC(C)(C)C